FCCCN1C[C@@H](CCC1)NC=1N=NC(=C2C1C=NC=C2)C2=C(C=C(C=C2)C(F)(F)F)O 2-(4-{[(3R)-1-(3-fluoropropyl)piperidin-3-yl]amino}pyrido[3,4-d]pyridazin-1-yl)-5-(trifluoromethyl)phenol